COC(C(C(COC)=O)C(C)=O)=O 2-acetyl-4-methoxy-3-oxobutanoic acid methyl ester